(3-Fluoro-2-hydroxy-6-(4,4,5,5-tetramethyl-1,3,2-dioxaborolan-2-yl)benzyl)carbamic acid tert.Butyl ester C(C)(C)(C)OC(NCC1=C(C(=CC=C1B1OC(C(O1)(C)C)(C)C)F)O)=O